6-[4-Chloro-3-(1,1-difluoroethyl)phenyl]pyrazolo[4,3-b]pyridin ClC1=C(C=C(C=C1)C=1C=C2C(=NC1)C=NN2)C(C)(F)F